(R)-1-(5-phenylthiophen-2-yl)ethan-1-amine C1(=CC=CC=C1)C1=CC=C(S1)[C@@H](C)N